(S)-N-((S)-(3-chloro-4-fluoro-phenyl)(4-cyano-phenyl)methyl)-2-oxoimidazolidine-4-carboxamide ClC=1C=C(C=CC1F)[C@@H](NC(=O)[C@H]1NC(NC1)=O)C1=CC=C(C=C1)C#N